N-(4-{6-bromo-[1,3]oxazolo[5,4-b]pyridin-2-yl}phenyl)adamantane-1-carboxamide BrC=1C=C2C(=NC1)OC(=N2)C2=CC=C(C=C2)NC(=O)C21CC3CC(CC(C2)C3)C1